carbazolyl-quinoxaline C1(=CC=CC=2C3=CC=CC=C3NC12)C1=NC2=CC=CC=C2N=C1